CC1=CC(=NO1)CN1N=C(C=CC1=O)C=1C=NC(=NC1)OCC(F)(F)F 2-((5-methylisoxazol-3-yl)methyl)-6-(2-(2,2,2-trifluoroethoxy)pyrimidin-5-yl)pyridazin-3(2H)-one